benzothiophene-2-yl-boronic acid S1C(=CC2=C1C=CC=C2)B(O)O